C(=O)(O)CCC(=O)C1=CC2=C(S1)C=CC(=C2)OCCOC=2C(=CC1=C(SC(=C1)C(C[C@@H](C(=O)O)C)=O)C2)OC (S)-4-(6-(2-((2-(3-carboxypropanoyl)benzo[b]thiophen-5-yl)oxy)ethoxy)-5-methoxybenzo[b]thiophen-2-yl)-2-methyl-4-oxobutanoic acid